ClC1=C(C=CC=C1C(F)(F)F)C=1C=C2CC(C(C2=CC1)NC(O[C@@H]1CN2CCC1CC2)=O)(C)C (S)-quinuclidin-3-yl (5-(2-chloro-3-(trifluoromethyl)phenyl)-2,2-dimethyl-2,3-dihydro-1H-inden-1-yl)carbamat